NC1=C(C=C(C=N1)NC(C(=O)N1[C@@H](CC[C@@H](C1)C)C=1C=CC2=C(N=C(S2)C2CCOCC2)C1)=O)C1CC1 N-(6-amino-5-cyclopropyl-3-pyridyl)-2-[(2S,5S)-5-methyl-2-(2-tetrahydropyran-4-yl-1,3-benzothiazol-5-yl)-1-piperidyl]-2-oxo-acetamide